((S)-2-((tert-butyldimethylsilyl)-oxy)-1-(3-chlorophenyl)-ethyl)-4-(3-(2-Methylpyridin-4-yl)-1-(tetrahydro-2H-pyran-2-yl)-1H-indazol-5-yl)pyridin-2(1H)-one [Si](C)(C)(C(C)(C)C)OC[C@H](C1=CC(=CC=C1)Cl)N1C(C=C(C=C1)C=1C=C2C(=NN(C2=CC1)C1OCCCC1)C1=CC(=NC=C1)C)=O